ClC1=CC(=C(COC2=CC=CC(=N2)C2CCN(CC2)CC2=NC3=C(N2C)C=C(C=C3OC(F)F)C3=CC(=NO3)O)C=C1)F 5-(2-((4-(6-((4-Chloro-2-fluorobenzyl)oxy)pyridin-2-yl)piperidin-1-yl)methyl)-4-(difluoromethoxy)-1-methyl-1H-benzo[d]imidazol-6-yl)isoxazol-3-ol